4-(4-vinyl-phenoxy)-1,2-benzenedinitrile C(=C)C1=CC=C(OC=2C=C(C(=CC2)C#N)C#N)C=C1